C(C)(=O)N1CC(C1)N1CCC(CC1)C1=NN(C=2C1=NC(=CC2)C=2SC1=C(N2)C=C(C(=C1C1=CC=C(C=C1)Cl)[C@@H](C(=O)O)OC(C)(C)C)C)C1CC1 (S)-2-(2-(3-(1-(1-acetylazetidin-3-yl)piperidin-4-yl)-1-cyclopropyl-1H-pyrazolo[4,3-b]pyridin-5-yl)-7-(4-chlorophenyl)-5-methylbenzo[d]thiazol-6-yl)-2-(tert-butoxy)acetic acid